C(C)(C)(C)OC(C(CCC(=O)NCCOCCOCC(=O)NCCOCCOCC(=O)O)NC(CCCCCCCCCCCCCCCCCCC(=O)OC(C)(C)C)=O)=O 2-[2-[2-[[2-[2-[2-[[5-tert-butoxy-4-[(20-tert-butoxy-20-oxo-icosanoyl)amino]-5-oxo-pentanoyl]amino]ethoxy]ethoxy]acetyl]amino]ethoxy]ethoxy]acetic acid